3-(3-azabicyclo[3.2.1]oct-3-yl)-4-(5-(7-(4,4-difluoropiperidin-1-yl)pyrazolo[1,5-a]pyridin-5-yl)-1,3,4-oxadiazol-2-yl)aniline C12CN(CC(CC1)C2)C=2C=C(N)C=CC2C=2OC(=NN2)C2=CC=1N(C(=C2)N2CCC(CC2)(F)F)N=CC1